methyl 2-phenyl-1,2,3,4-tetrahydroquinoline-4-carboxylate C1(=CC=CC=C1)C1NC2=CC=CC=C2C(C1)C(=O)OC